C(C)OC=1C=2N(C=CC1C=1C=NN(C1)C(C)OCC)N=C(N2)N[C@@H]2[C@@H](CN(CC2)C(=O)OC(C)(C)C)C tert-butyl (3R,4S)-4-((8-ethoxy-7-(1-(1-ethoxyethyl)-1H-pyrazol-4-yl)-[1,2,4]triazolo[1,5-a]pyridin-2-yl)amino)-3-methylpiperidine-1-carboxylate